1-(4-(1-methyl-2-oxo-1,2-dihydropyridin-4-yl)phenyl)urea CN1C(C=C(C=C1)C1=CC=C(C=C1)NC(=O)N)=O